C1(CC1)OC1=NC=CC=C1C=1C=NN2C1N=C(C=C2)N2CCN(CC2)C(=O)O[C@]2(CN(CC2)C(=O)OC(C)(C)C)C [(3R)-1-tert-Butoxycarbonyl-3-methyl-pyrrolidin-3-yl] 4-[3-[2-(cyclopropoxy)-3-pyridyl]pyrazolo[1,5-a]pyrimidin-5-yl]piperazine-1-carboxylate